dicarbonyl-dinitrosoruthenium C(=O)=[Ru](N=O)(N=O)=C=O